(R)-N-((S,E)-4-(methylsulfonyl)but-3-en-2-yl)-3-phenyl-3,4-dihydroisoquinoline-2(1H)-carboxamide CS(=O)(=O)/C=C/[C@H](C)NC(=O)N1CC2=CC=CC=C2C[C@@H]1C1=CC=CC=C1